ClC1=C(C(=CC=C1)Cl)C1=C(C2=C(N=C(N=C2)NC2=CC=C(C=C2)N(C)CCN(C)C)N(C1=O)C)C=C 6-(2,6-dichlorophenyl)-2-[(4-{[2-(dimethylamino)ethyl](methyl)amino}phenyl)amino]-5-ethenyl-8-methylpyrido[2,3-d]pyrimidin-7-one